4-(5-chloro-9-methoxy-11H-indolo[3,2-c]isoquinolin-11-yl)-N-hydroxybutyramide ClC1=NC2=C(C3=CC=CC=C13)N(C1=CC(=CC=C12)OC)CCCC(=O)NO